C1(CCC1)C1=C(C(=NC=C1)O[C@H]1CN([C@@H](CC1)C)C(=O)C1=C(C=CC=C1)N1N=CC=N1)C(=O)OC methyl 4-cyclobutyl-2-{[(3R,6R)-6-methyl-1-{[2-(2H-1,2,3-triazol-2-yl)phenyl]carbonyl}piperidin-3-yl]oxy}pyridine-3-carboxylate